CN(C(CN1CCN(CC1)C)=O)C1=CC=C(C(=O)O)C=C1 4-(N-methyl-2-(4-methylpiperazin-1-yl)acetamido)benzoic acid